7-chloro-4-(4-(3-(piperazin-1-yl)propyl)piperazin-1-yl)quinoline ClC1=CC=C2C(=CC=NC2=C1)N1CCN(CC1)CCCN1CCNCC1